2-(2-hydroxy-3,5-dichlorophenyl)-6-acetylpyridine OC1=C(C=C(C=C1Cl)Cl)C1=NC(=CC=C1)C(C)=O